CN1[C@@H](CN[C@H](C1)C)C (2R,5S)-1,2,5-trimethylpiperazine